4-hydroxy-7-methoxy-1-phenyl-3-(2,2,2-trifluoroethane-1-on-1-yl)quinoline OC1=C(CN(C2=CC(=CC=C12)OC)C1=CC=CC=C1)C(C(F)(F)F)=O